N-(4-(Tert-butyl)thiazol-2-yl)-2-((4-oxo-3-phenethyl-3,4-dihydropteridin-2-yl)thio)acetamide C(C)(C)(C)C=1N=C(SC1)NC(CSC1=NC2=NC=CN=C2C(N1CCC1=CC=CC=C1)=O)=O